2-(5-chloro-2-oxo-2,3-dihydro-1H-indol-1-yl)-N-(4-hydroxy-3-methoxybenzyl)acetamide ClC=1C=C2CC(N(C2=CC1)CC(=O)NCC1=CC(=C(C=C1)O)OC)=O